2-(7-((2S,5R)-4-(1-(3,4-difluoro-2-(trifluoromethyl)phenyl)ethyl)-2,5-diethylpiperazin-1-yl)-4-methyl-5-oxo-4,5-dihydro-2H-pyrazolo[4,3-b]pyridin-2-yl)acetonitrile FC=1C(=C(C=CC1F)C(C)N1C[C@@H](N(C[C@H]1CC)C=1C=2C(N(C(C1)=O)C)=CN(N2)CC#N)CC)C(F)(F)F